bis(tetrahydro-1-indenyl)zirconium dichloride [Cl-].[Cl-].C1(CCC2CC=CC=C12)[Zr+2]C1CCC2CC=CC=C12